(3R,7R)-12-(benzyloxy)-3-(((tert-butyldimethylsilyl)oxy)methyl)-1,6,11-trioxo-N-(2,4,6-trifluorobenzyl)-1,6,7,11-tetrahydro-3H-2,7-methanopyrido[1,2-a][1,4]diazonine-10-carboxamide C(C1=CC=CC=C1)OC=1C(C(=CN2C1C(N1[C@H](C=CC([C@H]2C1)=O)CO[Si](C)(C)C(C)(C)C)=O)C(=O)NCC1=C(C=C(C=C1F)F)F)=O